5-trifluoromethyl-uracil FC(C=1C(NC(NC1)=O)=O)(F)F